N[C@]1(CN(CC1)C1=C(C=CC(=C1)C=1C=NC=CC1C#N)NC(=O)C1=NN(C(C=C1)=O)C1=C(C=CC=C1F)F)CO |o1:1| rel-(R)-N-(2-(3-amino-3-(hydroxymethyl)pyrrolidin-1-yl)-4-(4-cyanopyridin-3-yl)phenyl)-1-(2,6-difluorophenyl)-6-oxo-1,6-dihydropyridazine-3-carboxamide